1,10-decanediol bisacetoacetate C(CC(=O)C)(=O)OCCCCCCCCCCOC(CC(=O)C)=O